ClC=1C(=NC=CC1C1=NC(=C(C=C1)CNC[C@H]1NC(CC1)=O)OC)C=1C(=C(C=CC1)NC(C1=NC=C(C=C1)CNCCO)=O)OC (S)-N-(3-(3'-Chloro-6-methoxy-5-((((5-oxopyrrolidin-2-yl)methyl)amino)methyl)-[2,4'-bipyridin]-2'-yl)-2-methoxyphenyl)-5-(((2-hydroxyethyl)amino)methyl)picolinamide